tert-butyl 3-(4-aminophenoxy)-3-methylazetidine-1-carboxylate NC1=CC=C(OC2(CN(C2)C(=O)OC(C)(C)C)C)C=C1